β-naphthylethyl chloride C1(=CC=CC2=CC=CC=C12)CCCl